S(=O)(=O)(O)C(C(=O)[O-])CCCCCCCCCC Sulfolaurat